6-[2-[[4-[5-(difluoromethyl)-1,3,4-oxadiazol-2-yl]-2,5-difluorophenyl]methyl]tetrazol-5-yl]-N-methylquinazolin-2-amine FC(C1=NN=C(O1)C1=CC(=C(C=C1F)CN1N=C(N=N1)C=1C=C2C=NC(=NC2=CC1)NC)F)F